2-(1-((2-(3,5-dichloro-phenyl)-6-((2-(4-((1r,3r)-3-hydroxy-3-methyl-cyclobutyl)piperazin-1-yl)pyrimidin-5-yl)oxy)pyridin-4-yl)methyl)piperidin-4-yl)acetic acid ClC=1C=C(C=C(C1)Cl)C1=NC(=CC(=C1)CN1CCC(CC1)CC(=O)O)OC=1C=NC(=NC1)N1CCN(CC1)C1CC(C1)(C)O